C(C)OC(=O)[C@H]1[C@@H](C1)CC(F)(F)F.N1CCC(CCC1)OCC=1C(=NOC1C1CC1)C1=C(C=CC=C1Cl)Cl 4-((azepan-4-yloxy)methyl)-5-cyclopropyl-3-(2,6-dichlorophenyl)isoxazole (1R,2S)-ethyl-2-(2,2,2-trifluoroethyl)cyclopropanecarboxylate